ClC=1C=CC(=NC1)OC1=C(C=C(C=C1)NC(=O)NC(=O)C1CC(C1)OC)C 1-{4-[(5-chloropyridin-2-yl)oxy]-3-methylphenyl}-3-(3-methoxycyclobutanecarbonyl)urea